trans-2-morpholin-4-yl-cyclohexanol N1(CCOCC1)[C@H]1[C@@H](CCCC1)O